COC=1C=C2C(=CC=NC2=CC1OC)OC1=CC(=C(C=C1)[SH2](=O)C=N)F {4-[(6,7-dimethoxyquinolin-4-yl)oxy]-2-fluorophenyl}(imino)methyl-λ6-sulfanone